C(C)(C)OC1=C(C=CC=C1)[C@H]1CN(CCN1)CC=1C=C(C(=NC1)N1CCOCC1)OC([2H])([2H])[2H] (S)-4-(5-((3-(2-isopropoxyphenyl)piperazin-1-yl)methyl)-3-(methoxy-d3)pyridin-2-yl)morpholine